5-(bromomethyl)-2-fluoro-1,3-xylene BrCC=1C=C(C(=C(C1)C)F)C